C(C)(C)(C)OC(=O)N1CC2=C(CC1)N=CN2CC(C)(C)C 3-neopentyl-3,4,6,7-tetrahydro-5H-imidazo[4,5-c]pyridine-5-carboxylic acid tert-butyl ester